Cl.N[C@H](C(=O)N1[C@@H]([C@H]2C([C@H]2C1)(C)C)C(=O)O)C1CCOCC1 (1R,2S,5S)-3-((S)-2-amino-2-(tetrahydro-2H-pyran-4-yl)acetyl)-6,6-dimethyl-3-azabicyclo[3.1.0]hexane-2-carboxylic acid hydrochloride